C(C1=CC=CC=C1)OC(=O)NC(CC(=O)NC1N(CCC(C1)C(=O)O)C(=O)OC(C)(C)C)C1=CC=CC=C1 (3-(((benzyloxy)carbonyl)amino)-N-phenylpropionylamino)-1-(tert-butoxycarbonyl)piperidine-4-carboxylic acid